CC(C)CCCCCCCCCCC[C@H]([C@H](CO)N)O 15-MethylhexadecaSphinganine